(2-aminoethyl)ethane-1,2-diamine NCCC(CN)N